BrC=1C(=CC=2N(C1)C=CN2)OC2=C(C=C(C=C2)F)F 6-bromo-7-(2,4-difluorophenoxy)imidazo[1,2-a]pyridine